Cl.[CH-]1C=CC=C1.[CH-]1C=CC=C1.[Zr+2] zirconocene hydrochloride